NC[C@H](CC(=O)O)[C@@H](C(C)C)C (3R,4R)-3-aminomethyl-4,5-dimethyl-hexanoic acid